FC1=C(C(=C(C(=C1[B-](C1=C(C(=C(C(=C1F)F)F)F)F)(C1=C(C(=C(C(=C1F)F)F)F)F)C1=C(C(=C(C(=C1F)F)F)F)F)F)F)F)F.C(CCCCCCCCCCCCCCCCC)[NH+](CCCCCCCCCCCCCCCCCC)C1=C(C=C(C=C1C)C)C N,N-dioctadecyl-(2,4,6-trimethylphenylammonium) tetrakis(pentafluorophenyl)borate